O1N=C(C=C1)N Isooxazoleamine